3-(2-chloro-3,3,3-trifluoroprop-1-enyl)-2,2-dimethylcyclopropanecarboxylate ClC(=CC1C(C1C(=O)[O-])(C)C)C(F)(F)F